N-cyclopentyl-5-(2-methoxyethoxymethyl)-3-methyl-1H-indol-7-amine C1(CCCC1)NC=1C=C(C=C2C(=CNC12)C)COCCOC